NC1(CCN(CC1)C1=CN=C2C(=N1)NN=C2C=2C(=C(C=CC2)N2CCN(CC2)CC=2C=C1CN(C(C1=CC2F)=O)C2C(NC(CC2)=O)=O)Cl)C 3-(5-((4-(3-(6-(4-amino-4-methylpiperidin-1-yl)-1H-pyrazolo[3,4-b]pyrazin-3-yl)-2-chlorophenyl)piperazin-1-yl)methyl)-6-fluoro-1-oxoisoindolin-2-yl)piperidine-2,6-dione